COC(C(F)F)(Cl)Cl 2,2-difluoro-1,1-dichloroethyl methyl ether